BrC=1C=C(C(=NC1)C)OC 5-bromo-3-methoxy-2-methylpyridine